5-(2-hydroxyethylidene)-9,13-dimethyl-tetradeca-8,12-dien-2-one OCC=C(CCC(C)=O)CCC=C(CCC=C(C)C)C